CC=1C(=NNC1NC(CCC1=CC=C(C=C1)OC(F)(F)F)=O)C1=CC=NC=C1 N-(4-Methyl-3-(pyridin-4-yl)-1H-pyrazol-5-yl)-3-(4-(trifluoromethoxy)phenyl)propanamide